N1=C(C=CC=C1)SSCCCC(=O)O.ON1C(CCC1=O)=O N-hydroxysuccinimide 4-(2-pyridyldithio)butyrate